1-(4-acryloyl-3-(cyanomethyl)piperazin-1-yl)-3-(2,6-dimethylmorpholino)-6-(naphthalen-1-yl)-5,6,7,8-tetrahydro-2,6-naphthyridine-4-carbonitrile C(C=C)(=O)N1C(CN(CC1)C1=NC(=C(C=2CN(CCC12)C1=CC=CC2=CC=CC=C12)C#N)N1CC(OC(C1)C)C)CC#N